C(C)(C)N1N=CC(=C1)N[C@H]1CN(CCC1)C(=O)OC(C)(C)C tert-butyl (3R)-3-[(1-isopropylpyrazol-4-yl)amino]piperidine-1-carboxylate